(R)-(tert-butyl 1-(2-(1-ethyl-1H-pyrrolo[3,2-b]pyridin-2-yl)-7-methoxy-1-methyl-1H-benzo[d]imidazole-5-carbonyl) piperidin-3-yl) carbamate C(N)(OC1[C@H](N(CCC1)C(=O)C1=CC2=C(N(C(=N2)C2=CC3=NC=CC=C3N2CC)C)C(=C1)OC)C(C)(C)C)=O